NC=1N=C(C=C2C=C(N=CC12)NC(=O)[C@H]1[C@@H](C1)C=1C=NNC1)C1=CC2=C(NC(O2)=O)C=C1C |r| (±)-trans-N-[8-amino-6-(5-methyl-2-oxo-3H-1,3-benzoxazol-6-yl)-2,7-Naphthyridin-3-yl]-2-(1H-pyrazol-4-yl)cyclopropanecarboxamide